2,3-dimethylAniline CC1=C(N)C=CC=C1C